COC(=O)C=1C2(C=CC(C1C(=O)OC)(O2)C)C=O 1-Formyl-4-methyl-7-oxabicyclo[2.2.1]hept-2,5-diene-2,3-dicarboxylic acid dimethyl ester